COC([C@H](CC(=O)OC)N)=O (2S)-2-aminosuccinic acid dimethyl ester